(R)-6-(difluoromethoxy)-4-fluoro-N-methyl-2,3-dihydrobenzofuran-3-amine hydrochloride Cl.FC(OC1=CC2=C([C@H](CO2)NC)C(=C1)F)F